((((2R,3S,4R,5R)-5-(6-chloro-4-((3-chloro-2-fluorobenzyl)amino)-1H-pyrazolo[3,4-d]pyrimidin-1-yl)-3,4-dihydroxytetrahydrofuran-2-yl)methoxy)methyl)phosphonic acid ClC1=NC(=C2C(=N1)N(N=C2)[C@H]2[C@@H]([C@@H]([C@H](O2)COCP(O)(O)=O)O)O)NCC2=C(C(=CC=C2)Cl)F